N1(CCCCCC1)C1=NC(=C(C=C1C(=O)NC1=CC(=CC=C1)S(N)(=O)=O)F)Cl 2-(azepan-1-yl)-6-chloro-5-fluoro-N-(3-sulfamoylphenyl)-pyridine-3-carboxamide